6-[4-nitro-3-(prop-2-yl)-1H-pyrazol-1-yl]-2-azaspiro[3.3]heptane-2-carboxylic acid tert-butyl ester C(C)(C)(C)OC(=O)N1CC2(C1)CC(C2)N2N=C(C(=C2)[N+](=O)[O-])C(C)C